tert-butyl (S)-4-(4-chloro-3-fluorophenyl)-2,2-dimethyloxazolidine-3-carboxylate ClC1=C(C=C(C=C1)[C@@H]1N(C(OC1)(C)C)C(=O)OC(C)(C)C)F